N-((6-(cyclopropanesulphonylamino)pyridin-2-yl)methyl)-4-(6-ethoxypyrazin-2-yl)benzamide C1(CC1)S(=O)(=O)NC1=CC=CC(=N1)CNC(C1=CC=C(C=C1)C1=NC(=CN=C1)OCC)=O